C(C)(C)(C)OC(=O)N(CCOC1=C(C=CC=C1)C=1C(=C(C=CC1)CC1N(CC(C1NS(=O)(=O)CF)C)C(=O)OCC1=CC=CC=C1)F)C benzyl 2-[[3-[2-[2-[tert-butoxycarbonyl(methyl)amino] ethoxy]phenyl]-2-fluoro-phenyl]methyl]-3-(fluoromethylsulfonylamino)-4-methyl-pyrrolidine-1-carboxylate